2-(thienyl)-1H-benzimidazole S1C(=CC=C1)C1=NC2=C(N1)C=CC=C2